C(C)(C)(C)OC(=O)N1C(C2=CC(=CC=C2CC1)CO)(C)C.OCC1=CC=C2CCN(C(C2=C1)(C)C)C(=O)OC(C)(C)C tert-Butyl 7-(hydroxymethyl)-1,1-dimethyl-3,4-dihydroisoquinoline-2-carboxylate tert-Butyl-7-(hydroxymethyl)-1,1-dimethyl-3,4-dihydroisoquinoline-2-carboxylate